N-hexadecyl-2-(3,4,5-tris-(tert-butylcarbonyloxy)-phenyl)-3,5,7-tris-(tert-butylcarbonyloxy)-quinolin-4-one C(CCCCCCCCCCCCCCC)N1C(=C(C(C2=C(C=C(C=C12)OC(=O)C(C)(C)C)OC(=O)C(C)(C)C)=O)OC(=O)C(C)(C)C)C1=CC(=C(C(=C1)OC(=O)C(C)(C)C)OC(=O)C(C)(C)C)OC(=O)C(C)(C)C